bisphenol A nitrogen [N].OC1=CC=C(C=C1)C(C)(C)C1=CC=C(C=C1)O